5-(1-((1-(3-(difluoromethyl)-2-fluorophenyl)ethyl)amino)-4-oxo-3,4-dihydropyrido[3,4-d]pyridazin-7-yl)-3,6-dihydropyridine-1(2H)-carboxylic acid tert-butyl ester C(C)(C)(C)OC(=O)N1CCC=C(C1)C1=CC2=C(C(NN=C2NC(C)C2=C(C(=CC=C2)C(F)F)F)=O)C=N1